ClC1=C(C(=CC=C1)Cl)N1CC(C1)C=1C=C2CCC(C2=C(C1)C)N1CCC(CC1)C(=O)O (5-(1-(2,6-dichlorophenyl)azetidin-3-yl)-7-methyl-2,3-dihydro-1H-inden-1-yl)piperidine-4-carboxylic acid